1-cyanoethyl-2-phenyl-4,5-Di(2-cyanoethoxy)methylimidazole (2S,5R)-2-(N-(furan-2-ylsulfonyl)carbamimidoyl)-7-oxo-1,6-diazabicyclo[3.2.1]octan-6-yl-hydrogensulfate O1C(=CC=C1)S(=O)(=O)NC(=N)[C@H]1N2C(N([C@H](CC1)C2)OS(=O)(=O)O)=O.C(#N)C(C)C(C2=C(N=C(N2)C2=CC=CC=C2)COCCC#N)OCCC#N